BrC=1C=C(C(=O)NCC(F)F)C=CN1 2-bromo-N-(2,2-difluoroethyl)isonicotinamide